FC1([C@@H]2OC[C@@H](O[C@]12C)COC1=CC=C(C=C1)C=1C=C(C(NC1C(F)(F)F)=O)C(=O)N)F 5-(4-(((1S,3R,6R)-7,7-difluoro-1-methyl-2,5-dioxabicyclo[4.1.0]heptan-3-yl)methoxy)phenyl)-2-oxo-6-(trifluoromethyl)-1,2-dihydropyridine-3-carboxamide